C(C=C)N1S(C2=C(C3=C1N=CC=C3)N=C(N=C2)NC2=CC=C3CCN(C3=C2)C(C)=O)(=O)=O 1-{6-[(6-allyl-5,5-dioxido-6H-pyrido[2,3-c]pyrimido[4,5-e][1,2]thiazin-2-yl)amino]-2,3-dihydro-1H-indol-1-yl}ethanone